FC1=C(C=C(C(=C1)C)[S@](=O)CC(F)(F)F)N=C1SCC(N1CC(F)(F)F)=O (R)-2-[2-fluoro-4-methyl-5-(2,2,2-trifluoroethylsulfinyl)phenyl]imino-3-(2,2,2-trifluoroethyl)thiazolidin-4-one